butyl (2-(3,5-dichloro-4-((5-isopropyl-4-methyl-6-oxo-1,6-dihydropyridin-3-yl)oxy)phenyl)-3,5-dioxo-2,3,4,5-tetrahydro-1,2,4-triazin-6-yl)carbamate ClC=1C=C(C=C(C1OC1=CNC(C(=C1C)C(C)C)=O)Cl)N1N=C(C(NC1=O)=O)NC(OCCCC)=O